C(C)(C)(C)OC(NC(C)CCN1CCN(CC1)C=1C=C2C(N(C(C2=CC1)=O)C1C(NC(CC1)=O)=O)=O)=O tert-Butyl(4-(4-(2-(2,6-dioxopiperidin-3-yl)-1,3-dioxoisoindolin-5-yl)piperazin-1-yl)But-2-yl)carbamate